O=C1NC(CCC1C1=CC=C(C=C1)NC[C@@H]1CN(CCC1)C(=O)OC(C)(C)C)=O tert-butyl (3R)-3-(((4-(2,6-dioxopiperidin-3-yl)phenyl)amino)methyl)piperidine-1-carboxylate